ethylenediaminetetraacetic acid tripotassium salt monohydrate O.[K+].[K+].[K+].C(CN(CC(=O)[O-])CC(=O)[O-])N(CC(=O)O)CC(=O)[O-]